2-[(3-chloro-4-fluorophenyl)-(2,2-difluorospiro[3.3]heptan-6-yl)oxymethyl]-5-methyl-4-methylsulfonyl-1H-imidazole ClC=1C=C(C=CC1F)C(C=1NC(=C(N1)S(=O)(=O)C)C)OC1CC2(CC(C2)(F)F)C1